CNC(C1=C(C=CC=C1)SC1=CC=C2C(=NN(C2=C1)C(=O)OCCOC)\C=C\C1=NC=CC=C1)=O N-methyl-2-((1-(2-methoxyethoxycarbonyl)-3-((1E)-2-(2-pyridinyl)ethenyl)-1H-indazol-6-yl)thio)benzamide